3-fluoro-2'-(6-fluoro-1-(2-hydroxy-2-methylpropyl)-1H-indol-5-yl)-[1,1'-biphenyl]-4-carbonitrile FC=1C=C(C=CC1C#N)C1=C(C=CC=C1)C=1C=C2C=CN(C2=CC1F)CC(C)(C)O